ClC1=C(C=2N=C(N=C(C2C=N1)N([C@H]1CN(C[C@H]1F)C(=O)OC(C)(C)C)C)OC[C@]12CCCN2C[C@@H](C1)F)F tert-butyl (3S,4R)-3-((7-chloro-8-fluoro-2-(((2R,7aS)-2-fluorotetrahydro-1H-pyrrolizin-7a(5H)-yl)methoxy)pyrido[4,3-d]pyrimidin-4-yl)(methyl)amino)-4-fluoropyrrolidine-1-carboxylate